C1(=CC=CC=C1)P(C1=C(C2=CC=CC=C2C=C1)C1=NC=CC2=CC=CC=C12)C1=CC=CC=C1 (R)-1-[2-(diphenylphosphino)-1-naphthyl]isoquinoline